6-[4-Fluoro-2-(piperidin-4-yl)-1,3-benzothiazol-6-yl]-2-methylimidazo[1,2-b]pyridazin-Hydrochloride Cl.FC1=CC(=CC2=C1N=C(S2)C2CCNCC2)C=2C=CC=1N(N2)C=C(N1)C